ClC=1N=NNC1 4-chloro-1H-1,2,3-triazole